ClC=1C=C2C=CN=C(C2=C(C1)C)N(C(C1=CN=C(C=C1)C=1SC(=NN1)C)=O)[C@H]1CNCCC1 (R)-N-(6-chloro-8-methylisoquinolin-1-yl)-6-(5-methyl-1,3,4-thiadiazol-2-yl)-N-(piperidin-3-yl)nicotinamide